C(C)(=O)OCCCCCCC(\C=C/CCCCC)C (Z)-7-Methyltetradec-8-enyl acetate